BrC=1C=C(CNC2=C3N=CN(C3=NC=N2)[C@@H]2SC[C@H]([C@H]2O)O)C=CC1 (2R,3R,4S)-2-(6-(3-bromobenzylamino)-9H-purin-9-yl)tetrahydrothiophene-3,4-diol